N-((1S,2S)-2-hydroxycyclohexyl)-7-(4-(1H-pyrazol-1-yl)benzyl)furo[3,2-b]pyridine-5-carboxamide O[C@@H]1[C@H](CCCC1)NC(=O)C1=CC(=C2C(=N1)C=CO2)CC2=CC=C(C=C2)N2N=CC=C2